[Cl-].C(C(=C)C)(=O)NCCCNC(=[NH2+])N N-(3-methacrylamidopropyl)guanidinium chloride